2-(3-bromo-4-(methyl-d3)phenyl)-3,3,3-trifluoro-2-hydroxypropanal BrC=1C=C(C=CC1C([2H])([2H])[2H])C(C=O)(C(F)(F)F)O